2-methyl-3-oxo-1,2,3,4-tetrahydroquinoxaline-6-carboxylic acid ethyl ester C(C)OC(=O)C=1C=C2NC(C(NC2=CC1)C)=O